FC(C=1C=C(C=CC1)NC1CC1)(F)F [3-(trifluoromethyl)phenyl]Cyclopropylamine